COC=1C=C2CCN(CC2=CC1NC1=NC=C2C(=N1)N(N=C2)C2CC(C2)(C(=O)O)C)C 3-[6-[(6-methoxy-2-methyl-3,4-dihydro-1H-isoquinolin-7-yl)amino]pyrazolo[3,4-d]pyrimidin-1-yl]-1-methyl-cyclobutanecarboxylic Acid